3-Methyl-5-(N-(3-nitrophenethyl)sulfamoyl)benzofuran-2-carboxylic acid ethyl ester C(C)OC(=O)C=1OC2=C(C1C)C=C(C=C2)S(NCCC2=CC(=CC=C2)[N+](=O)[O-])(=O)=O